C(C)(=O)OCC1=C(C(=O)O)C=C(C=C1)[N+](=O)[O-] 2-(acetoxymethyl)-5-nitrobenzoic acid